(S)-1-(3-(4-(1-(difluoromethyl)-1H-pyrazol-3-yl)-6-(4-fluorophenyl)pyridin-3-yl)pyrrolidin-1-yl)prop-2-en-1-one FC(N1N=C(C=C1)C1=C(C=NC(=C1)C1=CC=C(C=C1)F)[C@H]1CN(CC1)C(C=C)=O)F